FC1=CC(=CC=2NN=NC21)F 4,6-difluoro-1H-benzo[d][1,2,3]triazole